BrC=1C=CC(=C(C1)C1=C(C(NN1C(=O)OC(C)(C)C)=O)C1CCOCC1)[N+](=O)[O-] tert-butyl 5-(5-bromo-2-nitrophenyl)-3-oxo-4-(tetrahydro-2H-pyran-4-yl)-2,3-dihydro-1H-pyrazole-1-carboxylate